FC1=CC=C(C=C1)C1(CN(C1)C(=O)OC(C)(C)C)O tert.-Butyl 3-(4-fluorophenyl)-3-hydroxyazetidine-1-carboxylate